3-(2-(4-(4-fluoro-2-hydroxybenzoyl)piperidin-1-yl)ethyl)-9-hydroxy-2-methyl-6,7,8,9-tetrahydro-4H-pyrido[1,2-a]pyrimidin-4-one FC1=CC(=C(C(=O)C2CCN(CC2)CCC2=C(N=C3N(C2=O)CCCC3O)C)C=C1)O